FC1CC2(C1)CC(N(CC2)CC2=C1C=CNC1=C(C=C2OC)C)C2=CC=C(C(=O)O)C=C2 4-(2-fluoro-7-((5-methoxy-7-methyl-1H-indol-4-yl)methyl)-7-azaspiro[3.5]non-6-yl)benzoic acid